N-Isopropylpropanamide C(C)(C)NC(CC)=O